8-chloro-1-methyl-3-(tetrahydro-2H-pyran-2-yl)-3H-pyrazolo[3,4-c]quinoline ClC1=CC=2C3=C(C=NC2C=C1)N(N=C3C)C3OCCCC3